COC(C1CCN(CC1)C1=CC=C(C=C1)[C@@H]1[C@@H](C[C@H](C2=CC(=CC=C12)OC)C)C1=CC=CC=C1)OC 4-(dimethoxymethyl)-1-(4-((1S,2R,4R)-6-methoxy-4-methyl-2-phenyl-1,2,3,4-tetrahydronaphthalen-1-yl)phenyl)piperidine